N-methyl-N'-{5-[2-(trifluoroacetyl)hydrazinecarbothioyl]-4,5,6,7-tetrahydro[1,3]thiazolo[5,4-c]pyridin-2-yl}urea CNC(=O)NC=1SC=2CN(CCC2N1)C(=S)NNC(C(F)(F)F)=O